2-hydrazinyl-3-((2-(trimethylsilyl)ethoxy)methyl)quinazolin-4(3H)-one N(N)C1=NC2=CC=CC=C2C(N1COCC[Si](C)(C)C)=O